C1=CC=CC=2C3=CC=CC=C3C(C12)COC(=O)N1[C@@H](C[C@H](C1)OC(C)C)C(=O)O (2S,4R)-1-(((9H-fluoren-9-yl)methoxy)carbonyl)-4-isopropoxypyrrolidine-2-carboxylic acid